C(C)(C)(C)OC(=O)N[C@H](C(=O)O)CC1=C(C=CC=C1)[N+](=O)[O-] (2S)-2-{[(tert-butoxy)carbonyl]amino}-3-(2-nitrophenyl)propanoic acid